C(C)N(C1=CC=CC=C1)CCCS(=O)(=O)O N-ethyl-N-sulfopropyl-Aniline